allyl 8-(5-(2-(benzyloxy)-1-(3-cyclohexylphenyl)ethyl)-1,3,4-oxadiazol-2-yl)-2-(1-(trifluoromethyl)cyclopropane-1-carbonyl)-2,6-diazaspiro[3.4]octane-6-carboxylate C(C1=CC=CC=C1)OCC(C1=CC(=CC=C1)C1CCCCC1)C1=NN=C(O1)C1CN(CC12CN(C2)C(=O)C2(CC2)C(F)(F)F)C(=O)OCC=C